2,2-DIMETHOXYETHYL ISOCYANIDE COC(C[N+]#[C-])OC